(E)-1-(2-Bromophenyl)-3-(3-hydroxy-4-methoxyphenyl)prop-2-en-1-one BrC1=C(C=CC=C1)C(\C=C\C1=CC(=C(C=C1)OC)O)=O